8-(4-(4-(6-Fluorobenzo[d]isoxazol-3-yl)piperidin-1-yl)butoxy)-5,6-dihydro-1H-pyrrolo[3,2,1-IJ]quinolin-4(2H)-one FC1=CC2=C(C(=NO2)C2CCN(CC2)CCCCOC=2C=C3CCC(N4C3=C(C2)CC4)=O)C=C1